N-(carboxymethyl)glycine C(=O)(O)CNCC(=O)O